O1CCC=2C=NC=C(C21)CNC(C2=CC(=C(C(=C2)F)OC)F)=O N-[(2,3-dihydrofuro[3,2-c]pyridin-7-yl)methyl]-3,5-difluoro-4-methoxybenzamide